(R)-3-(3-fluoro-4-(6-(2-methyl-2H-tetrazol-5-yl)pyridin-3-yl)phenyl)-5-(1-hydroxyethyl)oxazolidin-2-one methyl-5-chloro-2-hydroxybenzoate COC(C1=C(C=CC(=C1)Cl)O)=O.FC=1C=C(C=CC1C=1C=NC(=CC1)C=1N=NN(N1)C)N1C(O[C@H](C1)C(C)O)=O